phenyl-sulfonate C1(=CC=CC=C1)S(=O)(=O)[O-]